BrC(C(=O)N1C=CC2=CC=CC=C12)(C)C 2-bromo-1-(indol-1-yl)-2-methylpropan-1-one